1-(5-bromoisoindolin-2-yl)ethan-1-one potassium myristoyl-alaninate C(CCCCCCCCCCCCC)(=O)N[C@@H](C)C(=O)[O-].[K+].BrC=1C=C2CN(CC2=CC1)C(C)=O